C(C)C(C)CCCCCCCC 2-Ethyldecan